N-{3-benzyl-4-oxo-3-azabicyclo[3.2.2]nonan-1-yl}-4-methylbenzenesulfonamide C(C1=CC=CC=C1)N1CC2(CCC(C1=O)CC2)NS(=O)(=O)C2=CC=C(C=C2)C